4-iodo-2-isopropyl-1-(methoxymethoxy)benzene IC1=CC(=C(C=C1)OCOC)C(C)C